C(#N)C1=CC=C(C=C1)C=1C=C2C(=CNC2=CC1)C=O 5-(4-cyanophenyl)indole-3-carbaldehyde